5-(2-amino-[1,2,4]triazolo[1,5-a]pyridin-7-yl)-N-(2-fluoro-6-((3-methylcyclopentyl)oxy)benzyl)-2-methoxynicotinamide NC1=NN2C(C=C(C=C2)C=2C=NC(=C(C(=O)NCC3=C(C=CC=C3OC3CC(CC3)C)F)C2)OC)=N1